C(CCCC)C1=CC=C(C=C1)C1=CC=CC=C1 4-pentyl-1,1'-biphenyl